2-(3,6-diazabicyclo[3.1.1]heptan-3-yl)-4-(((R)-tetrahydrofuran-3-yl)oxy)-7-(thiazol-2-yl)benzo[d]oxazole C12CN(CC(N1)C2)C=2OC1=C(N2)C(=CC=C1C=1SC=CN1)O[C@H]1COCC1